N[C@H](C(=O)O)CC1=CC=C(C=C1)OC(=O)N1CCCC1 (S)-2-amino-3-(4-((pyrrolidine-1-carbonyl)oxy)phenyl)propanoic acid